methyl 6-(2,6-dimethylphenyl)-5-methoxypyridinecarboxylate CC1=C(C(=CC=C1)C)C1=C(C=CC(=N1)C(=O)OC)OC